6-hydroxy-2-(3-(4-methylpiperazine-1-carbonyl)phenyl)quinoline-5-carbaldehyde OC1=C(C=2C=CC(=NC2C=C1)C1=CC(=CC=C1)C(=O)N1CCN(CC1)C)C=O